FC1CC(N(C1)C(C(C)N(C(C)=O)C)=O)C(=O)NC(C1=CC=C(C=C1)C(C)C)C1=CC=CC=C1 4-fluoro-1-[2-(N-methylacetamido)propanoyl]-N-{phenyl[4-(propan-2-yl)phenyl]methyl}pyrrolidine-2-carboxamide